(±)-cis-2-((3-(4-chlorobenzyl)-2,6-dioxo-4-(4-(pyridin-2-yloxy)phenylimino)-1,3,5-triazin-1-yl)methyl)cyclopropanecarboxylic acid ClC1=CC=C(CN2C(N(C(NC2=NC2=CC=C(C=C2)OC2=NC=CC=C2)=O)C[C@@H]2[C@@H](C2)C(=O)O)=O)C=C1 |r|